(R)-5-((5-(2-methoxy-4-methyl-6-(thiomorpholin-2-ylmethoxy)phenyl)-1H-pyrazol-3-yl)amino)pyrazine-2-carbonitrile COC1=C(C(=CC(=C1)C)OC[C@H]1CNCCS1)C1=CC(=NN1)NC=1N=CC(=NC1)C#N